3-[3-[(Cyclohexylcarbonyl)[[4'-(dimethylamino)[1,1'-biphenyl]-4-yl]methyl]amino]phenyl]-2-propenoic acid methyl ester COC(C=CC1=CC(=CC=C1)N(CC1=CC=C(C=C1)C1=CC=C(C=C1)N(C)C)C(=O)C1CCCCC1)=O